(2-isopropylphenyl)-4-methoxy-5-nitropyrimidine C(C)(C)C1=C(C=CC=C1)C1=NC=C(C(=N1)OC)[N+](=O)[O-]